2-(2,5-Dioxopyrrolidin-1-yl)ethyl methyl fumarate C(\C=C\C(=O)OC)(=O)OCCN1C(CCC1=O)=O